N-[(2R)-1,4-Dioxan-2-ylmethyl]-8-methyl-2-[(2-methylpyridin-4-yl)methyl]-4,5-dihydro-2H-furo[2,3-g]indazol-7-carboxamid O1[C@@H](COCC1)CNC(=O)C1=C(C2=C(CCC3=CN(N=C23)CC2=CC(=NC=C2)C)O1)C